C1(=CC(=CC=C1)C[C@@H]1C[C@@H](N(C1)C(=O)OC(C)(C)C)C(N[C@H](C(=O)NCC=1C(=NC(=CC1)N)C)C)=O)C1=CC=CC=C1 tert-Butyl (2R,4R)-4-([1,1'-biphenyl]-3-ylmethyl)-2-(((S)-1-(((6-amino-2-methylpyridin-3-yl)methyl)amino)-1-oxopropan-2-yl)carbamoyl)pyrrolidine-1-carboxylate